4-cyclobutylmethyl-5,7-dimethyl-4-phenyl-1,3-benzoxazin-2(4H)-one C1(CCC1)CC1(NC(OC2=C1C(=CC(=C2)C)C)=O)C2=CC=CC=C2